C(C1=CC=CC=C1)N(S(=O)(=O)C=1C=CC2=C(C(=CO2)C)C1)CCC1=CC=CC=C1 5-(N-benzyl-N-phenethylsulfamoyl)-3-methylbenzofuran